BrC=1C(=C2C=NN(C2=CC1)C(C)=O)F 1-(5-bromo-4-fluoro-1H-indazol-1-yl)ethan-1-one